2-((tert-butoxycarbonyl)amino)-3-(3-iodo-4-(methoxymethoxy)phenyl)propanoat C(C)(C)(C)OC(=O)NC(C(=O)[O-])CC1=CC(=C(C=C1)OCOC)I